N[C@H]1[C@H](CN(CC1)C(=O)OC(C)(C)C)CO[Si](C)(C)C(C)(C)C tert-butyl (3S,4R)-4-amino-3-[[tert-butyl(dimethyl)silyl] oxymethyl]piperidine-1-carboxylate